ClC1=CC=C(C=C1)CC(=O)N1CC2(C1)CN(C2)CCC2=CC(=CC=C2)F 2-(4-chlorophenyl)-1-(6-(3-fluorophenethyl)-2,6-diazaspiro[3.3]heptan-2-yl)ethanone